tert-butyl (7-(benzylthio)-5-bromo-3-methylquinolin-2-yl)carbamate C(C1=CC=CC=C1)SC1=CC(=C2C=C(C(=NC2=C1)NC(OC(C)(C)C)=O)C)Br